6-(5-fluoro-2-pyridinyl)-2,2-dimethyl-7-pyrazolo[1,5-a]pyridin-5-yl-3H-pyrazolo[5,1-b]oxazole FC=1C=CC(=NC1)C1=NN2C(OC(C2)(C)C)=C1C1=CC=2N(C=C1)N=CC2